1-(1-isocyanato-1-methylethyl)-3-vinyl-benzene (2S,3S)-ethyl-3-(2,4-dichlorothiazol-5-yl)-2,3-dihydroxypropanoate C(C)OC([C@H]([C@H](O)C1=C(N=C(S1)Cl)Cl)O)=O.N(=C=O)C(C)(C)C1=CC(=CC=C1)C=C